OCCC(CCCCO)CCCCO 5-(2-hydroxyethyl)-1,9-nonanediol